N-{[4-(5-fluoropyridine-3-sulfonyl)phenyl]methyl}-1H-pyrazolo[3,4-b]pyridine-5-carboxamide FC=1C=C(C=NC1)S(=O)(=O)C1=CC=C(C=C1)CNC(=O)C=1C=C2C(=NC1)NN=C2